N-(2-(chloromethyl)4-chlorophenyl)-4-methylbenzenesulfonamide ClCC1=C(C=CC(=C1)Cl)NS(=O)(=O)C1=CC=C(C=C1)C